C1(=CC=CC=C1)C=1N=C(SC1)N1N=CC(=C1C(F)(F)F)C(=O)O 1-(4-phenylthiazol-2-yl)-5-(trifluoromethyl)-1H-pyrazole-4-carboxylic acid